6-(amino)pyridine-2-carboxamide NC1=CC=CC(=N1)C(=O)N